N1(CCC1)CCC=1C(=CC(N(C1)C(C(=O)N[C@@H](CC(=O)O)C=1C=C(C=C(C1F)C)C1=C(C=C(C(=C1)C)OC)C)CC(C)C)=O)C(F)(F)F (3S)-3-(2-(5-(2-(azetidin-1-yl)ethyl)-2-oxo-4-(trifluoromethyl)pyridin-1(2H)-yl)-4-methylpentanamido)-3-(4-fluoro-4'-methoxy-2',5,5'-trimethyl-[1,1'-biphenyl]-3-yl)propanoic acid